CC(CC1CN(C(O1)=O)C=1C=CC=2OCC(NC2N1)=O)(C)NCC1CC=2C=CC=C(C2C1)C#N 2-[[[2-methyl-1-[2-oxo-3-(3-oxo-4H-pyrido[3,2-b][1,4]oxazin-6-yl)-1,3-oxazolidin-5-yl]propan-2-yl]amino]methyl]-2,3-dihydro-1H-indene-4-carbonitrile